Cl.CN(C1(CNC1)C(F)(F)F)C N,N-Dimethyl-3-(trifluoromethyl)azetidin-3-amine hydrochloride